CC1=C(C=CC(=O)O)C(=CC=C1)C 2,6-dimethyl-cinnamic acid